FC(C1=CC2=C(N=C3N2CCC3)C=C1C1=CC=CC(=N1)NC(C1=CC=CC=C1)=O)(F)F N-(6-(7-(trifluoromethyl)-2,3-dihydro-1H-benzo[d]pyrrolo[1,2-a]imidazol-6-yl)pyridin-2-yl)benzamide